CC(C(=O)O)(C)C=1OC(=NN1)C(F)(F)F 2-methyl-2-(5-(trifluoromethyl)-1,3,4-oxadiazol-2-yl)propanoic acid